1-((1H-indol-5-yl)sulfonyl)-N-(3,4-difluorophenyl)-1H-pyrrole-3-carboxamide N1C=CC2=CC(=CC=C12)S(=O)(=O)N1C=C(C=C1)C(=O)NC1=CC(=C(C=C1)F)F